[C@@H]1([C@H](O)[C@@H](O)[C@H](O)[C@H](O1)CO)OC1=NC(=CC(=C1CC1=CC=C(C=C1)OC)C)C 2-(β-D-glucopyranosyloxy)-3-(4-methoxybenzyl)-4,6-dimethylpyridine